C(#N)C1=C(C=CC=C1)[C@H]([C@@H](C)C=1N(C(C(=C(N1)C(=O)NC=1C=NOC1)O)=O)C)C=1N=NN(N1)C 2-((1s,2r)-1-(2-cyanophenyl)-1-(2-methyl-2H-tetrazol-5-yl)propan-2-yl)-5-hydroxy-N-(isoxazol-4-yl)-1-methyl-6-oxo-1,6-dihydropyrimidine-4-carboxamide